1-[4-[(R)-amino(4,5-dichloro-2-hydroxyphenyl)methyl]piperidin-1-yl]-2-hydroxyethan-1-one N[C@H](C1CCN(CC1)C(CO)=O)C1=C(C=C(C(=C1)Cl)Cl)O